FC1=C(C=C(C=C1)N1N=CC2=CC(=CC=C12)N1CCC(CC1)C(=O)O)O 1-(1-(4-Fluoro-3-hydroxyphenyl)-1H-indazol-5-yl)piperidine-4-carboxylic acid